[N+](=O)([O-])[O-].O=[Bi+] bismuth(III) oxynitrate